5-chloro-2-[[6-chloro-3-(4,4-difluoro-1-piperidinyl)-4-quinolinyl]amino]benzoic acid ClC=1C=CC(=C(C(=O)O)C1)NC1=C(C=NC2=CC=C(C=C12)Cl)N1CCC(CC1)(F)F